COC(=O)C1(CC1)C=1C=C(C2=C(N=C(O2)C2=NC(=CC(=C2)C2=C(C=C(C=C2)F)C2=NN=CN2C)C2CC2)C1)F 1-(2-{6-cyclopropyl-4-[4-fluoro-2-(4-methyl-1,2,4-triazol-3-yl)phenyl]pyridin-2-yl}-7-fluoro-1,3-benzoxazol-5-yl)cyclopropane-1-carboxylic acid methyl ester